(1R,2S,5S)-N-(2-amino-2-oxo-1-phthalazin-1-yl-ethyl)-3-[(2S)-2-[(2-ethoxyacetyl)amino]-3,3-dimethyl-butanoyl]-6,6-dimethyl-3-azabicyclo[3.1.0]hexane-2-carboxamide NC(C(C1=NN=CC2=CC=CC=C12)NC(=O)[C@@H]1[C@H]2C([C@H]2CN1C([C@H](C(C)(C)C)NC(COCC)=O)=O)(C)C)=O